5-(1-(4-(2-(2-aminopyridin-3-yl)-5-phenyl-3H-imidazo[4,5-b]pyridin-3-yl)benzyl)piperidin-4-yl)-2-hydroxybenzaldehyde NC1=NC=CC=C1C1=NC=2C(=NC(=CC2)C2=CC=CC=C2)N1C1=CC=C(CN2CCC(CC2)C=2C=CC(=C(C=O)C2)O)C=C1